4-(1-ethyl-3-(pyridin-3-yl)-1H-pyrazol-4-yl)-N-(4-(imidazo[1,2-a]pyridin-2-yl)phenyl)pyrimidin-2-amine C(C)N1N=C(C(=C1)C1=NC(=NC=C1)NC1=CC=C(C=C1)C=1N=C2N(C=CC=C2)C1)C=1C=NC=CC1